N1=C(C=CC=C1)C1(CNCCO1)[2H] 2-(pyridin-2-yl)morpholin-2-d